tert-butyl 2-({[4-(benzyloxy)cyclohexyl]oxy}methyl)-3-hydroxypiperidine-1-carboxylate C(C1=CC=CC=C1)OC1CCC(CC1)OCC1N(CCCC1O)C(=O)OC(C)(C)C